ClC=1C(=C(C=CC1OCC1CCOCC1)NC=1C2=C(N=CN1)C=CC(=N2)O[C@@H]2CN(CC2)C(C=C)=O)F (S)-1-(3-((4-((3-chloro-2-fluoro-4-((tetrahydro-2H-pyran-4-yl)methoxy)phenyl)amino)pyrido[3,2-d]pyrimidin-6-yl)oxy)pyrrolidin-1-yl)prop-2-en-1-one